tert-butyl 4-[3-[3-[(4-methoxyphenyl)methyl]-2,4-dioxo-hexahydropyrimidin-1-yl]imidazo[1,2-a]pyridin-7-yl]piperidine-1-carboxylate COC1=CC=C(C=C1)CN1C(N(CCC1=O)C1=CN=C2N1C=CC(=C2)C2CCN(CC2)C(=O)OC(C)(C)C)=O